6-fluoro-4-(trifluoromethyl)pyridinecarbonitrile FC1=CC(=CC(=N1)C#N)C(F)(F)F